N-(3-(5-chloro-2-(difluoromethoxy)phenyl)-1-(2-hydroxy-3-morpholinopropyl)-1H-pyrazol-4-yl)pyrazolo[1,5-a]pyrimidine-3-carboxamide ClC=1C=CC(=C(C1)C1=NN(C=C1NC(=O)C=1C=NN2C1N=CC=C2)CC(CN2CCOCC2)O)OC(F)F